N1N=NC=2C=NC=3C=CC=CC3C21 1H-[1,2,3]triazolo[4,5-c]quinoline